C1(=CC=CC=C1)N1C(C2=C(C1(C1=CC(=C(C=C1)O)C)C1=CC(=C(C=C1)O)C)C=CC=C2)=O 2-phenyl-3,3-bis(4-hydroxy-3-methylphenyl)benzo[c]pyrrolidone